8-cyclobutoxy-N-((3R,4S)-3-methyl-1-(vinylsulfonyl)piperidin-4-yl)-7-(1H-pyrazol-4-yl)-[1,2,4]triazolo[1,5-c]pyrimidin-2-amine C1(CCC1)OC=1C=2N(C=NC1C=1C=NNC1)N=C(N2)N[C@@H]2[C@@H](CN(CC2)S(=O)(=O)C=C)C